(5S)-8-chloro-5-methoxy-1-[trans-4-(pyridin-2-yloxy)cyclohexyl]-5,6-dihydro-4H-[1,2,4]triazolo[4,3-a][1]benzazepine ClC=1C=CC2=C(C[C@@H](CC=3N2C(=NN3)[C@@H]3CC[C@H](CC3)OC3=NC=CC=C3)OC)C1